1-methyl-N-[(1s,4s)-4-{[4-cyano-3-(trifluoromethyl)phenyl]amino}cyclohexyl]-1H-pyrazole-5-carboxamide CN1N=CC=C1C(=O)NC1CCC(CC1)NC1=CC(=C(C=C1)C#N)C(F)(F)F